((1-phenylpiperidin-4-yl)methyl)-1H-benzo[d][1,3]oxazine-2,4-dione C1(=CC=CC=C1)N1CCC(CC1)CN1C(OC(C2=C1C=CC=C2)=O)=O